N(=NC1=C(O)C=CC(=C1)O)C1=C(O)C=CC(=C1)O azoquinol